ClC=1C=C(C=2C[C@H](CC2C1)NC=1N=CC2=C(N1)CN(C2=O)CCOC)C#N (S)-6-chloro-2-((6-(2-methoxyethyl)-5-oxo-6,7-dihydro-5H-pyrrolo[3,4-d]pyrimidin-2-yl)amino)-2,3-dihydro-1H-indene-4-carbonitrile